CC=1C(=NON1)CCCN1CC(CC1)C1=CNC2=CC=CC=C12 3-(1-(3-(4-methyl-1,2,5-oxadiazol-3-yl)propyl)pyrrolidin-3-yl)-1H-indole